4-benzyl-1-((3,5-difluorophenyl)sulfonyl)-6-methoxy-1,2,3,4-tetrahydroquinoxaline C(C1=CC=CC=C1)N1CCN(C2=CC=C(C=C12)OC)S(=O)(=O)C1=CC(=CC(=C1)F)F